ClC(C=1C=CC(=NC1)OC)[2H] 5-(chloromethyl-d)-2-methoxypyridine